C(C=C)(=O)NC1=C(C=CC=C1)C1CCNC=2N1N=C(C2C(=O)N)C2=CC(=C(C=C2)F)Cl 7-(2-Acrylamidophenyl)-2-(3-chloro-4-fluorophenyl)-4,5,6,7-tetrahydropyrazolo[1,5-a]pyrimidine-3-carboxamide